rac-N-{[4-(2,4-dimethyl-1,3-thiazol-5-yl)-2,5-dioxoimidazolidin-4-yl]methyl}-2-[6-(trifluoromethyl)pyridin-3-yl]benzamide CC=1SC(=C(N1)C)[C@@]1(NC(NC1=O)=O)CNC(C1=C(C=CC=C1)C=1C=NC(=CC1)C(F)(F)F)=O |r|